C(C)(=O)SCCC=O S-(3-oxopropyl) thioacetate